OC[C@H](C)N1C=NC2=C(C1=O)C=C(N=C2C=2C=NC=CC2)C2=NC=C(C=C2)C(F)(F)F (S)-3-(1-hydroxypropan-2-yl)-8-(pyridin-3-yl)-6-(5-(trifluoromethyl)pyridin-2-yl)pyrido[3,4-d]pyrimidin-4(3H)-one